2-(4-(tert-butoxycarbonyl)-2-oxopiperazin-1-yl)propionic acid C(C)(C)(C)OC(=O)N1CC(N(CC1)C(C(=O)O)C)=O